CS(=O)(=NC1=CC=C(C=C1)CC1=NOC(=N1)C(F)(F)F)C=1SC=CC1 methyl(thiophen-2-yl)((4-((5-(trifluoromethyl)-1,2,4-oxadiazol-3-yl)methyl)phenyl)imino)-λ6-sulfanone